(3R)-3-amino-5-[(4-chlorophenyl)methyl]-8-fluoro-7-[2-(1-methylpyrrolidin-3-yl)tetrazol-5-yl]-1,1-dioxo-2,3-dihydro-1lambda6,5-benzothiazepin-4-one N[C@H]1CS(C2=C(N(C1=O)CC1=CC=C(C=C1)Cl)C=C(C(=C2)F)C=2N=NN(N2)C2CN(CC2)C)(=O)=O